2-(3,5-dimethylpiperidin-1-yl)ethanamine CC1CN(CC(C1)C)CCN